N,N,N',N'-tetraphenyl-pyrene-1,6-diamine C1(=CC=CC=C1)N(C1=CC=C2C=CC=3C(=CC=C4C=CC1=C2C34)N(C3=CC=CC=C3)C3=CC=CC=C3)C3=CC=CC=C3